ClC=1C=C(CNC(=O)[C@@]2(C(N(CC2)C2=CC3=C(NS(C34CCC4)(=O)=O)C=C2)=O)O)C=C(C1)F (S)-N-(3-chloro-5-fluorobenzyl)-1-(2,2-dioxido-1H-spiro[benzo[c]isothiazole-3,1'-cyclobutan]-5-yl)-3-hydroxy-2-oxopyrrolidine-3-carboxamide